4-[(1ξ)-1-aminoethyl]-2-[6-(4-cyclobutyl-4H-1,2,4-triazol-3-yl)pyridin-2-yl]-6-(1-methylcyclopropyl)-2,3-dihydro-1H-pyrrolo[3,4-c]pyridin-1-one NC(C)C1=NC(=CC2=C1CN(C2=O)C2=NC(=CC=C2)C2=NN=CN2C2CCC2)C2(CC2)C